C1C2CC3CC1CC(C2)(C3)C4COO4.O[P+](=O)O Adamantyl-1,2-dioxetane phosphate